methyl 2-(trideuteriomethylamino)acetate trifluoroacetic acid salt FC(C(=O)O)(F)F.[2H]C([2H])([2H])NCC(=O)OC